6-fluoro-4-oxo-1,4-dihydro-1,8-naphthyridine-3-carboxylic acid FC=1C=C2C(C(=CNC2=NC1)C(=O)O)=O